N-((S)-1-(((R)-3-methyl-1-((1S,7S)-11-methyl-2,6-dioxo-3,5,9-trioxa-11-aza-4-borabicyclo[5.3.1]undecan-4-yl)butyl)amino)-1-oxo-3-phenylpropan-2-yl)pyrazine-2-carboxamide CC(C[C@@H](B1OC([C@@H]2COC[C@@H](C(O1)=O)N2C)=O)NC([C@H](CC2=CC=CC=C2)NC(=O)C2=NC=CN=C2)=O)C